((tert-Butyldimethylsilyl)hydroxy)-6-(((trifluoromethyl)sulfonyl)oxy)-3,4-dihydropyridine-1(2H)-carboxylic acid tert-butyl ester C(C)(C)(C)OC(=O)N1C(CCC=C1OS(=O)(=O)C(F)(F)F)O[Si](C)(C)C(C)(C)C